2-(3-bromophenyl)benzo[1,2-b:5,4-b']bis-benzofuran BrC=1C=C(C=CC1)C=1C=CC2=C(C3=C(O2)C=C2OC4=C(C2=C3)C=CC=C4)C1